(S)-2-(2-(cyclopropanesulfonamido)thiazol-4-yl)-N-(4-(6-ethoxypyrazin-2-yl)-2-fluorophenyl)butanamide C1(CC1)S(=O)(=O)NC=1SC=C(N1)[C@@H](C(=O)NC1=C(C=C(C=C1)C1=NC(=CN=C1)OCC)F)CC